[Fe].[Si].[C] carbon silicon-iron